neopentyl 3-((5-chloro-2-methoxyphenyl)sulfonamido)-7,8-dihydro-1,6-naphthyridine-6(5H)-carboxylate ClC=1C=CC(=C(C1)S(=O)(=O)NC=1C=NC=2CCN(CC2C1)C(=O)OCC(C)(C)C)OC